O1CC(C1)S(=O)(=O)NC1=C(C(=O)NC23CC(C2)(C3)C(F)(F)F)C=C(C=C1)C(F)(F)F 2-(oxetane-3-sulfonamido)-5-(trifluoromethyl)-N-(3-(trifluoromethyl)bicyclo[1.1.1]pentan-1-yl)benzamide